O1C(=CC2=C1C=CC=C2)C=2N=C1N(C(=NC=C1C1=CC=NC=C1)N)C2 (benzofuran-2-yl)-8-(pyridin-4-yl)imidazo[1,2-c]pyrimidin-5-amine